ClC1=CC=C(C=C1)CC(=O)NC[C@H]([C@@H](O)[C@H]1[C@@H]([C@H](C[C@@](O1)(C(=O)O)OCCCCCCOCC#C)O)NC(CO)=O)O (2R,4S,5R,6R)-6-((1R,2R)-3-(2-(4-chlorophenyl)acetamido)-1,2-dihydroxypropyl)-4-hydroxy-5-(2-hydroxyacetamido)-2-((6-(prop-2-yn-1-yloxy)hexyl)oxy)tetrahydro-2H-pyran-2-carboxylic acid